CN1C(=NC=C1)C(C)O 1-(1-methyl-1H-imidazol-2-yl)ethan-1-ol